IC1=CC2=C(S1)C=CC=C2C(=O)OC methyl 2-iodobenzo[b]thiophene-4-carboxylate